C(C)(C)OC=1C(=CC2=CN(N=C2C1)C12COC(C1)(C2)C)C(=O)NC=2C(N(C=CC2)[C@@H]2[C@@H](C2)C)=O 6-isopropoxy-2-(1-methyl-2-oxabicyclo[2.1.1]hexan-4-yl)-N-(1-((1S,2R)-2-methylcyclopropyl)-2-oxo-1,2-dihydropyridin-3-yl)-2H-indazole-5-carboxamide